N-(2,4-difluoro-3-(5-(piperazin-1-yl)-1H-pyrrolo[2,3-b]pyridine-3-carbonyl)phenyl)propane-1-sulfonamide FC1=C(C=CC(=C1C(=O)C1=CNC2=NC=C(C=C21)N2CCNCC2)F)NS(=O)(=O)CCC